5-(4-((3-ethyl-2-oxooxazolidin-4-yl)methoxy)phenyl)-2-oxo-6-(trifluoromethyl)-1,2-dihydropyridine-3-carboxamide C(C)N1C(OCC1COC1=CC=C(C=C1)C=1C=C(C(NC1C(F)(F)F)=O)C(=O)N)=O